C(#N)C1=CC(=C(C=C1)C1OC2=C(O1)C=CC=C2C2=CC(=C(CC1=NC3=C(N1CCOC)C=C(C=C3)C(=O)O)C=C2F)F)F 2-(4-(2-(4-Cyano-2-fluorophenyl)benzo[d][1,3]dioxol-4-yl)-2,5-difluorobenzyl)-1-(2-methoxyethyl)-1H-benzo[d]imidazole-6-carboxylic acid